5-(3,5-dimethylpiperazin-1-yl)-2-(2,6-dioxopiperidin-3-yl)-6-fluoroisoindoline CC1CN(CC(N1)C)C=1C=C2CN(CC2=CC1F)C1C(NC(CC1)=O)=O